4-(1-(3-aminopyrrolidin-1-yl)-6-(p-tolyl)pyrrolo[1,2-a]pyrazine-7-yl)benzonitrile hydrochloride Cl.NC1CN(CC1)C=1C=2N(C=CN1)C(=C(C2)C2=CC=C(C#N)C=C2)C2=CC=C(C=C2)C